6-methyl-N-(3,4,5-trifluorophenyl)-2,3-dihydro-1H-pyrrolizine-7-carboxamide CC1=CN2CCCC2=C1C(=O)NC1=CC(=C(C(=C1)F)F)F